2-(Anthracene-9-ylmethyl)hexahydro-2H-pyrazino[1,2-a]pyrazine-6,9-dione C1=CC=CC2=CC3=CC=CC=C3C(=C12)CN1CC2N(CC1)C(CNC2=O)=O